1-(adamantan-1-ylmethyl)-5-menthyl-4-(4,4,5,5-tetramethyl-1,3,2-dioxaborolan-2-yl)-1H-pyrazole C12(CC3CC(CC(C1)C3)C2)CN2N=CC(=C2C2CC(CCC2C(C)C)C)B2OC(C(O2)(C)C)(C)C